3-fluoro-5-((6-(3-methylisoxazol-4-yl)-1-oxoisoquinolin-2(1H)-yl)methyl)-N-(1,2,3,4-tetrahydroisoquinolin-7-yl)benzamide FC=1C=C(C(=O)NC2=CC=C3CCNCC3=C2)C=C(C1)CN1C(C2=CC=C(C=C2C=C1)C=1C(=NOC1)C)=O